CC=1C(=C(C=C(C1)C)O)C1=CN=C2C(=N1)N=C(C=C2)C2CN(CCC2)C 3,5-dimethyl-2-[6-(1-methylpiperidin-3-yl)pyrido[2,3-b]pyrazin-3-yl]phenol